(S)-3-(2-((S)-3-amino-4-oxo-3,4-dihydrobenzo[b][1,4]oxazepin-5(2H)-yl)acetamido)-2-oxo-4-((S)-2-oxopyrrolidin-3-yl)butyl 2,6-dichlorobenzoate 2,2,2-trifluoroacetate FC(C(=O)O)(F)F.ClC1=C(C(=O)OCC([C@H](C[C@H]2C(NCC2)=O)NC(CN2C3=C(OC[C@@H](C2=O)N)C=CC=C3)=O)=O)C(=CC=C1)Cl